4-(((1-(4-aminophenyl)-1H-pyrazol-3-yl)methyl)sulfonyl)-3-((4-fluorophenyl)ethynyl)-N-(imidazo[1,2-a]pyridin-7-ylmethyl)benzamide NC1=CC=C(C=C1)N1N=C(C=C1)CS(=O)(=O)C1=C(C=C(C(=O)NCC2=CC=3N(C=C2)C=CN3)C=C1)C#CC1=CC=C(C=C1)F